2-chloro-5-(ethylsulfinyl)pyridine ClC1=NC=C(C=C1)S(=O)CC